ClC=1C(=CC=C(C(=O)[O-])C1)F 5-chloro-4-fluorobenzoate